C(C)(C)C1=CC=C(C=C1)C1=NC2=CC=CC=C2C(N1)=O 2-(4-isopropylphenyl)quinazolin-4(3H)-one